1,1'-methylenebis[3-methoxybenzene] C(C1=CC(=CC=C1)OC)C1=CC(=CC=C1)OC